F[C@@H]1[C@@]2(CCC[C@](C[C@H]1OC1=CN=C(N=N1)C=1C=C3C=CN=CC3=CC1O)(N2)C)C 6-(6-(((1S,2R,3R,5R)-2-fluoro-1,5-dimethyl-9-azabicyclo[3.3.1]nonan-3-yl)oxy)-1,2,4-triazin-3-yl)isoquinolin-7-ol